methyl-2,3-diphenylcarbazole terephthalate C(C1=CC=C(C(=O)O)C=C1)(=O)O.CC1=C(C(=CC=2C3=CC=CC=C3NC12)C1=CC=CC=C1)C1=CC=CC=C1